(E,E)-3,5-decadienylacetate C(C\C=C\C=C\CCCC)CC(=O)[O-]